(R)-4-(1-cyclopropyl-6-(1H-pyrazol-3-yl)-1,2,3,6-tetrahydropyrazolo[3,4-b]pyrrolo[2,3-d]pyridin-4-yl)-3-methylmorpholine C1(CC1)N1CCC=2C1=C1C(=NC2N2[C@@H](COCC2)C)N(N=C1)C1=NNC=C1